(S)-2-(1-(4-(5-(5-amino-5,7-dihydrospiro[cyclopenta[c]pyridine-6,4'-piperidine]-1'-yl)pyrazin-2-ylsulfanyl)-3-chloropyridin-2-yl)azetidin-3-yl)propan-2-ol N[C@@H]1C2=C(C=NC=C2)CC12CCN(CC2)C=2N=CC(=NC2)SC2=C(C(=NC=C2)N2CC(C2)C(C)(C)O)Cl